N9,N10-bis(phenyl)phenanthrene-9,10-diamine C1(=CC=CC=C1)NC=1C2=CC=CC=C2C=2C=CC=CC2C1NC1=CC=CC=C1